1-hexadecyl-4-piperidinecarboxylic acid C(CCCCCCCCCCCCCCC)N1CCC(CC1)C(=O)O